[Be].[Na] sodium-beryllium